NCCC(=O)NN β-alanine hydrazide